C=C1C2C3CC(C(C2CC1)C3)=C 3,8-dimethylenetricyclo[5.2.1.02,6]Decane